1-((4aS,6S,7R,7aS)-7-Fluoro-2-(heptyloxy)-2-oxidotetrahydro-4H-furo[3,2-d][1,3,2]dioxaphosphinin-6-yl)-5-methylpyrimidine-2,4(1H,3H)-dione F[C@H]1[C@H](O[C@@H]2[C@@H]1OP(OC2)(=O)OCCCCCCC)N2C(NC(C(=C2)C)=O)=O